O1C=NC=C1C1=NC=CC(=C1)CN [2-(1,3-oxazol-5-yl)pyridin-4-yl]methanamine